C(C)(C)(C)N(C(O)=O)C1CC(C1)OC=1C=NC(=CC1)[C@H](C)C1=CC=C(C=C1)O.C(#C)C=1SC=C(N1)NC(=O)N1CCN(CC1)C1=CC=C(C=C1)C1=CC=CC=2N1C=CN2 N-(2-ethynylthiazol-4-yl)-4-(4-(imidazo[1,2-a]pyridin-5-yl)phenyl)piperazine-1-carboxamide tert-butyl-((1r,3r)-3-((6-(1-(4-hydroxylphenyl)ethyl)pyridin-3-yl)oxy)cyclobutyl)carbamate